BrCCCCC1=CC=C(C=C1)F 1-(4-bromobutyl)-4-fluorobenzene